1-indenal C1(C=CC2=CC=CC=C12)C=O